6-(5-Chlorooxazolo[4,5-b]pyridin-2-yl)-1-methyl-5,7-dihydropyrrolo[3,4-b]pyridin-2-one ClC1=CC=C2C(=N1)N=C(O2)N2CC=1N(C(C=CC1C2)=O)C